[Sr].[Zn].[Mg] Magnesium-Zinc-Strontium